BrC=1C=C2C(=NN(C(C2=CC1)=O)CC(=O)NC1=NC=C(C=N1)F)OC1CC(C1)(F)F 2-[6-bromo-4-(3,3-difluorocyclobutyl)oxy-1-oxophthalazin-2-yl]-N-(5-fluoropyrimidin-2-yl)acetamide